6-Bromo-4-(((4-oxo-4-(4-(5-(trifluoromethyl)pyrimidin-2-yl)piperazin-1-yl)butan-2-yl)amino)methyl)phthalazin-1(2H)-one BrC=1C=C2C(=NNC(C2=CC1)=O)CNC(C)CC(N1CCN(CC1)C1=NC=C(C=N1)C(F)(F)F)=O